3-bromo-N-(4-chloro-2-methyl-6-(5-(morpholine-4-carbonyl)-4,5-dihydroisoxazol-3-yl)phenyl)-1-(3-chloropyridin-2-yl)-1H-pyrazole-5-carboxamide BrC1=NN(C(=C1)C(=O)NC1=C(C=C(C=C1C1=NOC(C1)C(=O)N1CCOCC1)Cl)C)C1=NC=CC=C1Cl